NC1CCC(CC1)OC(=O)C1=CC=NC2=CC=C(C=C12)C=1C=NNC1C1=NC(=CC=C1)C.CC(C(=O)N1C(CCCC1)C=1NC=C(N1)C1=CC=CC=C1)CSC 2-Methyl-3-(methylsulfanyl)-1-(2-(4-phenyl-1H-imidazol-2-yl)piperidin-1-yl)propan-1-one (4-aminocyclohexyl)6-[5-(6-methyl-2-pyridyl)-1H-pyrazol-4-yl]quinoline-4-carboxylate